C(=O)(O)C(O)C(O)C(=O)O.C(=O)(O)C(O)C(O)C(=O)O.N1=CC=CC(=C1)C1N(C)CCC1 nicotine di-tartrate